4-(4,4-dimethyl-1,4-azasilinan-1-yl)aniline C[Si]1(CCN(CC1)C1=CC=C(N)C=C1)C